ethyl 3-(3-(6-(((2-hydroxyethyl)sulfonyl)methyl)-6-(methyl-d3)-2-(2-methylhydrazine-1-carbonyl)heptan-2-yl-1,1,1,7,7,7-d6)phenyl)-2-methylpropanoate OCCS(=O)(=O)CC(CCCC(C([2H])([2H])[2H])(C(=O)NNC)C=1C=C(C=CC1)CC(C(=O)OCC)C)(C([2H])([2H])[2H])C([2H])([2H])[2H]